C[C@H]1OCCC(C1)=O (R)-2-methyltetrahydro-4H-pyran-4-one